BrC=1C(=CC=2C3=C(C(=NC2C1F)N1CC(C1)N(C)C)C=NN3C3CCN(CC3)C(C=C)=O)Cl 1-(4-(7-bromo-8-chloro-4-(3-(dimethylamino)azetidin-1-yl)-6-fluoro-1H-pyrazolo[4,3-c]quinolin-1-yl)piperidin-1-yl)prop-2-en-1-one